5-amino-2-(2-(dimethylamino)ethyl)isoindoline-1,3-dione acetate C(C)(=O)O.NC=1C=C2C(N(C(C2=CC1)=O)CCN(C)C)=O